C(C)(=O)C1=C2CCOC(C2=CC=C1)CNC(OC(C)(C)C)=O tert-butyl ((5-acetylisochroman-1-yl)methyl)carbamate